butyl-octyloxymagnesium C(CCC)[Mg]OCCCCCCCC